FC1=C(C(=C(C(=C1[B-](C1=C(C(=C(C(=C1F)F)F)F)F)(C1=C(C(=C(C(=C1F)F)F)F)F)C1=C(C(=C(C(=C1F)F)F)F)F)F)F)F)F.C1(=C(C=CC=C1)[I+]C(C)(C)C1=CC=CC=C1)C tolylcumyliodonium tetrakis(pentafluoro-phenyl)borate